CS(=O)(=O)C1=CC=C(OC2=C(C(C#N)=CC=C2)C#N)C=C1 3-(4-(methylsulfonyl)phenoxy)phthalonitrile